(cis)-2-chloro-N-(5-chloro-6-(2H-1,2,3-triazol-2-yl)pyridin-3-yl)-8-ethoxy-8-(trifluoromethyl)-7,8-dihydro-6H-cyclopenta[e]pyrazolo[1,5-a]pyrimidine-6-carboxamide ClC1=NN2C(N=CC3=C2[C@@](C[C@H]3C(=O)NC=3C=NC(=C(C3)Cl)N3N=CC=N3)(C(F)(F)F)OCC)=C1